(R)-3-amino-1,2,3,4-tetrahydrocarbazole N[C@@H]1CCC=2NC3=CC=CC=C3C2C1